1-[(6aS,8R,9aR)-2,2,4,4-tetraisopropyl-6a,8,9,9a-tetrahydro-6H-furo[3,2-f][1,3,5,2,4]trioxadisilocin-8-yl]-5-methyl-4-(1,2,4-triazol-1-yl)pyrimidin-2-one C(C)(C)[Si]1(O[Si](OC[C@H]2[C@H](O1)C[C@@H](O2)N2C(N=C(C(=C2)C)N2N=CN=C2)=O)(C(C)C)C(C)C)C(C)C